(R or S)-9-fluoro-8-methoxy-2-(2-(methylsulfonyl)propyl)-[1,2,4]triazolo[1,5-c]quinazolin-5-amine FC1=CC=2C=3N(C(=NC2C=C1OC)N)N=C(N3)C[C@@H](C)S(=O)(=O)C |o1:18|